isoamyl propionate (isoamyl propionate) C(CC(C)C)C(C(=O)O)C.C(CC)(=O)OCCC(C)C